ClC=1C(=NN2C1N=C(C=C2)O)C 3-Chloro-2-methylpyrazolo[1,5-a]pyrimidin-5-ol